O1CCC(C2=CC=CC=C12)C1=NC2=C(C(=CC=C2C=C1C(=O)N)F)C1=CC(=CC(=C1)Cl)Cl (chroman-4-yl)-8-(3,5-dichlorophenyl)-7-fluoroquinoline-3-carboxamide